BrC=1C=C(C=CC1)C(C(=O)OC)(CCC(CNC)(C)C)C methyl 2-(3-bromophenyl)-2,5,5-trimethyl-6-(methylamino)hexanoate